methyl 2-(4-(3-amino-3-ketopropyl) phenyl)-2-methylpropionate NC(CCC1=CC=C(C=C1)C(C(=O)OC)(C)C)=O